C(C)O[Si](SCCC[Si](OC)(OC)OC)(OCC)OCC 3-(triethoxysilylthio)propyl-trimethoxysilane